7-methyl-2-((6-methyl-2,3-dihydro-1H-benzo[d]pyrrolo[1,2-a]imidazol-7-yl)amino)-9-(tetrahydro-2H-pyran-4-yl)-7,9-dihydro-8H-purin-8-one CN1C(N(C2=NC(=NC=C12)NC1=CC2=C(N=C3N2CCC3)C=C1C)C1CCOCC1)=O